ClC=1C=CC2=C(N=C(S2)CNN2C(CCCC2)=O)C1 1-(((5-chlorobenzo[d]thiazol-2-yl)methyl)amino)piperidin-2-one